sodium 3,3',3''-phosphanetriyltribenzenesulfonate P(C=1C=C(C=CC1)S(=O)(=O)[O-])(C=1C=C(C=CC1)S(=O)(=O)[O-])C=1C=C(C=CC1)S(=O)(=O)[O-].[Na+].[Na+].[Na+]